O1CCC2=C1C=CC(=C2)N2C(CC[C@H]2C2=NC1=C(N2C2CCS(CC2)(=O)=O)C=CC(=C1)C=1C(=NOC1C)C)=O (S)-1-(2,3-dihydrobenzofuran-5-yl)-5-(5-(3,5-dimethylisoxazol-4-yl)-1-(1,1-dioxidotetrahydro-2H-thiopyran-4-yl)-1H-benzo[d]imidazol-2-yl)pyrrolidin-2-one